BrC=1N=C2C(=NC1)N(C=C2C=2C=NN(C2)C(N(C)C)=O)C(=O)OC(C)(C)C tert-butyl 2-bromo-7-(1-(dimethylcarbamoyl)-1H-pyrazol-4-yl)-5H-pyrrolo[2,3-b]pyrazine-5-carboxylate